NC1=C(C(=NN1C(C)C)C=1C=NC(=CC1)C(C(=O)NC1=CC(=NO1)C(CC)(C)C)C)C(=O)N 5-Amino-3-[6-[2-[[3-(1,1-dimethylpropyl)isoxazol-5-yl]amino]-1-methyl-2-oxoethyl]-3-pyridyl]-1-isopropyl-pyrazole-4-carboxamide